O(S(=O)(=O)C(F)(F)F)C1=CC=2CCCC(C2C=C1)=O 5-oxo-5,6,7,8-tetrahydronaphthalen-2-yl triflate